O[C@H]([C@@H](CNC(CC1=CC(=CC=C1)O)=O)O)[C@H]1[C@@H]([C@H](C[C@@](O1)(C(=O)O)SCCCCCCC#C)O)NC(CO)=O (2S,4S,5R,6R)-6-((1R,2R)-1,2-dihydroxy-3-(2-(3-hydroxyphenyl)acetamido)propyl)-4-hydroxy-5-(2-hydroxyacetamido)-2-(oct-7-yn-1-ylthio)tetrahydro-2H-pyran-2-carboxylic acid